2-[[5-Methoxy-1-[4-(trifluoromethyl)phenyl]pentylidene]amino]oxyethanamine COCCCCC(C1=CC=C(C=C1)C(F)(F)F)=NOCCN